[Pd].[Au].[Au] gold-gold palladium